C1(CC1)C1=CC=NC=2N1N=C(C2C2=NC=C(N=C2)OCC(C(F)(F)F)(F)F)S(=O)(=O)CC 7-cyclopropyl-2-(ethylsulfonyl)-3-(5-(2,2,3,3,3-pentafluoropropoxy)pyrazin-2-yl)pyrazolo[1,5-a]pyrimidine